FC=1C(=NC(=NC1)NC1=CC(=CC=C1)OCC(C)(C)O)NC=1C=C(C=CC1)NC(C=C)=O N-(3-(5-fluoro-2-(3-(2-hydroxy-2-methylpropoxy)phenylamino)pyrimidin-4-ylamino)phenyl)acrylamide